C1(CC1)C=1N=NN(C1)[C@H](C(=O)N1[C@@H](C[C@H](C1)O)C(=O)NC(C1=CC=C(C=C1)OC)C1=C(C=C(C=C1)OC)OC)C(C)(C)C (2S,4R)-1-[(2S)-2-(4-cyclopropyltriazol-1-yl)-3,3-dimethyl-butanoyl]-N-[(2,4-dimethoxyphenyl)-(4-methoxyphenyl)methyl]-4-hydroxy-pyrrolidine-2-carboxamide